2-methyl-6-(4-methylpiperidin-1-yl)pyridin-3-amine CC1=NC(=CC=C1N)N1CCC(CC1)C